(2S,3S)-1-(tert-Butoxycarbonyl)-3-hydroxypyrrolidine-2-carboxylic acid C(C)(C)(C)OC(=O)N1[C@@H]([C@H](CC1)O)C(=O)O